C1(CC1)C=1C=CC=2N(C1)C=C(N2)COC=2C=CC(=C(C2)NC(=O)[C@@H]2[C@H](C2)C2=NC=CC(=N2)C)S(N)(=O)=O |r| rac-(1S*,2S*)-N-(5-((6-cyclopropylimidazo[1,2-a]pyridin-2-yl)methoxy)-2-sulfamoylphenyl)-2-(4-methylpyrimidin-2-yl)cyclopropane-1-carboxamide